FC=1C=C(C=CC1C)C=1C=NC=2CCN(CC2C1)C=1C(=CC=2N(N1)C(C=C(N2)C)=O)C 7-(3-(3-fluoro-4-methylphenyl)-7,8-dihydro-1,6-naphthyridin-6(5H)-yl)-2,8-dimethyl-4H-pyrimido[1,2-b]pyridazin-4-one